CN1C(C(=NC(=C1C=1C2=C(C=NC1)N(C=N2)C)OC)NC2=CC=C(C=C2)OC2CCN(CC2)C(=O)OC(C)(C)C)C(=O)O.OC(C=CC=CCC=CCC=CCCCC(=O)NCC(=O)O)CCCCC N-(15-hydroxy-5,8,11,13-eicosatetraenoyl)glycine methyl-3-[4-[(1-tert-butoxycarbonyl-4-piperidyl)oxy]anilino]-5-methoxy-6-(3-methylimidazo[4,5-c]pyridin-7-yl)pyrazine-2-carboxylate